OC1(C(CCC1=O)C=CC(CCCCC)O)CCCCCCC(=O)O hydroxy-2-(3-hydroxy-1-octenyl)-5-oxocyclopentaneheptanoic acid